zinc-ruthenium tetrapyridylporphyrin N1=C(C=CC=C1)C1=C2C=CC(C(=C3C=CC(=C(C=4C=CC(=C(C5=CC=C1N5)C5=NC=CC=C5)N4)C4=NC=CC=C4)N3)C3=NC=CC=C3)=N2.[Ru].[Zn]